COC(=O)C1C2N(C(CC1)C2)C(NC2=CC(=C(C=C2)C)C2=NC=CC=C2)=O cis-methyl-6-((4-methyl-3-(pyridin-2-yl)phenyl)carbamoyl)-6-azabicyclo[3.1.1]heptane-2-carboxylate